((2,4,6-tribromobenzene-1,3,5-triyl)tris(ethyne-2,1-diyl))tris(trimethylsilane) BrC1=C(C(=C(C(=C1C#C[Si](C)(C)C)Br)C#C[Si](C)(C)C)Br)C#C[Si](C)(C)C